methyl 5-((S)-1-((R)-2-((tert-butoxycarbonyl) imino)-4-neopentyl-5-oxo-4-(4-(pyrazin-2-yl) phenyl) imidazolidin-1-yl)-2-((cyclopropylcarbamoyl) oxy) ethyl)-2-chlorobenzoate C(C)(C)(C)OC(=O)N=C1N(C([C@](N1)(C1=CC=C(C=C1)C1=NC=CN=C1)CC(C)(C)C)=O)[C@H](COC(NC1CC1)=O)C=1C=CC(=C(C(=O)OC)C1)Cl